9-(4-((1-(3-Fluoropropyl)azetidin-3-yliden)methyl)phenyl)-8-(spiro[2.3]hexan-1-yl)-6,7-dihydro-5H-benzo[7]annulen FCCCN1CC(C1)=CC1=CC=C(C=C1)C1=C(CCCC2=C1C=CC=C2)C2CC21CCC1